4-Bromo-5-(3,4-difluorophenyl)-1-(pyrazin-2-yl)-1H-pyrazol-3-ol BrC=1C(=NN(C1C1=CC(=C(C=C1)F)F)C1=NC=CN=C1)O